C1(=C(C(=C(C(=C1[2H])[2H])[2H])[2H])[2H])[C@@H]1C(N\C(\C(N1)=O)=C/C=1N=CNC1C(C=C)(C)C)=O (3Z,6Z)-3-(phenyl-2,3,4,5,6-d5)-methylene-d-6-((5-(tert-butyl)-1H-imidazol-4-yl)methylene)piperazine-2,5-dione